BrC1=C(C=C(C=C1)CCOCC(=O)OCC)OC ethyl 2-[2-(4-bromo-3-methoxy-phenyl)ethoxy]acetate